N1=C(C=CC=C1)N1N=C(N=C1)C=1C(=NC=CN1)C(C)=O 1-[3-[1-(2-pyridyl)-1,2,4-triazol-3-yl]pyrazin-2-yl]ethanone